5-methyl-2-((7-methylquinolin-6-yl)amino)-8-(tetrahydro-2H-pyran-4-yl)-7,8-dihydropteridin CN1C=2C=NC(=NC2N(CC1)C1CCOCC1)NC=1C=C2C=CC=NC2=CC1C